FC1([C@@H](CN(C1)C)NC1=NN2C(C(=N1)OC([2H])([2H])[2H])=C(C(=C2)F)C=2C=CC1=C(N(C(=N1)C)CC(F)F)C2)F (R)-N-(4,4-difluoro-1-methylpyrrolidin-3-yl)-5-(1-(2,2-difluoroethyl)-2-methyl-1H-benzo[d]imidazol-6-yl)-6-fluoro-4-(methoxy-d3)pyrrolo[2,1-f][1,2,4]triazin-2-amine